BrN(C(F)(F)F)C(F)(F)F N-bromobis(trifluoromethyl)amine